C(CCC)NC(=O)N1C=NC2=C1C=CC(=C2C2CCN(CC2)C)C(F)(F)F N-Butyl-4-(1-methylpiperidin-4-yl)-5-(trifluoromethyl)-1H-benzo[d]imidazole-1-carboxamide